OCC1(CNC1)C(=O)NC1=CC=C(C=C1)NC1=NC=CC(=N1)NC1=NC(=NN2C1=CC=C2)C2=NC(=CC=C2)C 3-(hydroxymethyl)-N-[4-[[4-[[2-(6-methyl-2-pyridyl)pyrrolo[2,1-f][1,2,4]triazin-4-yl]amino]pyrimidin-2-yl]amino]phenyl]azetidine-3-carboxamide